pyrrole-4,5-dione N1C=CC(C1=O)=O